4-((5-chloro-2-nitrophenyl)amino)benzoic acid tert-butyl ester C(C)(C)(C)OC(C1=CC=C(C=C1)NC1=C(C=CC(=C1)Cl)[N+](=O)[O-])=O